(2R)-2-(trityloxymethyl)oxirane C(C1=CC=CC=C1)(C1=CC=CC=C1)(C1=CC=CC=C1)OC[C@@H]1OC1